4-methoxy-N-((4-methyl-5-phenyl-4H-1,2,4-triazol-3-yl)methyl)aniline tert-butyl-N-[7-chloro-4-(7-chloro-1H-indazol-4-yl)-2-oxo-1H-quinolin-3-yl]carbamate C(C)(C)(C)OC(NC=1C(NC2=CC(=CC=C2C1C1=C2C=NNC2=C(C=C1)Cl)Cl)=O)=O.COC1=CC=C(NCC2=NN=C(N2C)C2=CC=CC=C2)C=C1